(1aR,5aR)-2-(5-Chloro-pyridin-2-yl)-1a,2,5,5a-tetrahydro-1H-2,3-diaza-cyclopropa[a]pentalene-4-carboxylic acid (1-morpholin-4-ylmethyl-cyclopentyl)-amide N1(CCOCC1)CC1(CCCC1)NC(=O)C=1C=2C[C@@H]3[C@H](C2N(N1)C1=NC=C(C=C1)Cl)C3